7-chloro-6-methoxy-2-methyl-[1,2,4]triazolo-[1,5-a]pyridine ClC1=CC=2N(C=C1OC)N=C(N2)C